C(C)(C)(C)OC(N(C)C1CCC2(CC1)NC(C=1N2C(C(=CC1Cl)NC1=NC=NC=C1)=O)=O)=O N-[8-chloro-1,5-dioxo-6-(pyrimidin-4-ylamino)spiro[2H-imidazo[1,5-a]pyridine-3,4'-cyclohexane]-1'-yl]-N-methyl-carbamic acid tert-butyl ester